C(C)OC(=O)C1=CC=NC2=CC=C(C=C12)COC 6-(methoxymethyl)quinoline-4-carboxylic acid ethyl ester